1-[4-(2-oxooxazolidin-3-yl)pyrimidin-2-yl]piperidine-4-carboxylic acid O=C1OCCN1C1=NC(=NC=C1)N1CCC(CC1)C(=O)O